BrCC1(CC(C1)F)C#N (bromomethyl)-3-fluorocyclobutane-1-carbonitrile